N(CCC#N)CCC#N 3,3'-iminodipropionitrile